(3,4-methylenedioxyphenyl)boronic acid C1OC=2C=C(C=CC2O1)B(O)O